C1(CCCC1)NC(OC1=CC(=C(C=C1)OC)C=1C=NC=C(C1)C=1SC=CC1)=O 4-methoxy-3-(5-(thiophen-2-yl)pyridin-3-yl)phenyl cyclopentylcarbamate